C(CCCCCCCCCCCCCCC)[Si](OC)(CCCCCCCCCCCCCCCC)CCCCCCCCCCCCCCCC tri(hexadecyl)-methoxysilane